C1(CC1)S(=O)(=O)N1N=CC(=C1)C1=NC=CC(=N1)NC1=NC=C(C(=C1)NC1CCC(CC1)C(C)(C)O)C1=NN(C=C1)CCCN(C)C 2-((1s,4s)-4-((2-((2-(1-(Cyclopropylsulfonyl)-1H-pyrazol-4-yl)pyrimidin-4-yl)amino)-5-(1-(3-(dimethylamino)propyl)-1H-pyrazol-3-yl)pyridin-4-yl)amino)cyclohexyl)propan-2-ol